6-(2-amino-5-(4-(1-ethylpiperidin-4-yl)phenyl)pyridin-3-yl)-3,4-dihydroisoquinolin-1(2H)-one NC1=NC=C(C=C1C=1C=C2CCNC(C2=CC1)=O)C1=CC=C(C=C1)C1CCN(CC1)CC